2,2'-tetramethylenebis(3,1-benzoxazine-4-one) N1=C(OC(C2=C1C=CC=C2)=O)CCCCC2=NC1=C(C(O2)=O)C=CC=C1